COC1=C(C=CC=C1)C1=CC(=NC=C1C(=O)NC=1SC2=C(N1)CCCC2)C 4-(2-Methoxyphenyl)-6-methyl-N-(4,5,6,7-tetrahydrobenzo[d]thiazol-2-yl)nicotinamide